N1(CCCCC1)C1CCN(CC1)C(=O)OC=1C(=C2C=C(NC2=CC1)C(=O)C=1OC2=C(C1)C=C(C=C2)NC(=O)NC2=NOC(=C2)C(C)(C)C)CN2CCCC2 2-(5-(3-(5-(tert-Butyl)isoxazol-3-yl)ureido)benzofuran-2-carbonyl)-4-(pyrrolidin-1-ylmethyl)-1H-indol-5-yl [1,4'-bipiperidine]-1'-carboxylate